4-(1-(Naphthalen-1-ylsulfonyl)-1H-pyrrolo[2,3-c]pyridin-4-yl)benzonitrile C1(=CC=CC2=CC=CC=C12)S(=O)(=O)N1C=CC=2C1=CN=CC2C2=CC=C(C#N)C=C2